CC=1NC2=CC=CC=C2C(C1C1=CC=C(C=C1)OC1=CC=CC=C1)=O 2-methyl-3-(4-phenoxyphenyl)quinolin-4(1H)-one